NC=1C(=NC(=NC1C(NC1=CC=CC2=CC=CC(=C12)Cl)=O)OC[C@H]1N(CCC1)C)N1C[C@@H](N(C[C@@H]1C)C(=O)OC(C)(C)C)C tert-butyl (2S,5S)-4-(5-amino-6-((8-chloronaphthalen-1-yl)carbamoyl)-2-(((S)-1-methylpyrrolidin-2-yl)methoxy)pyrimidin-4-yl)-2,5-dimethylpiperazine-1-carboxylate